(R)-4-(1-(2-(2,2,2-Trifluoroethyl)-1H-imidazol-4-yl)ethyl)pyridine FC(CC=1NC=C(N1)[C@H](C)C1=CC=NC=C1)(F)F